C1=C2C3=C(C=NC2=CC=C1)N=NN(N=CC=CC=CC=CC=CC=C3)C(=O)O tetraazacycloheptadecino[17,16-c]quinoline-9-carboxylic acid